O[C@H]1[C@](C=C2C([C@](C3(C(=C12)C)CC3)(C)O)=O)(C)CNO (2'S,3'R,6'R)-3',6'-dihydroxy-2'-((hydroxyamino)methyl)-2',4',6'-trimethyl-2',3'-dihydrospiro[cyclopropane-1,5'-inden]-7'(6'H)-one